phenyl (p-tolyl) ketone C1(=CC=C(C=C1)C(=O)C1=CC=CC=C1)C